C(C)(C)OC1=CC=2N(C=C1C(=O)NC=1C(=NOC1)C)C=C(N2)C21COC(CC2)(C1)C 7-Isopropoxy-2-(1-methyl-2-oxabicyclo[2.2.1]heptan-4-yl)-N-(3-methylisoxazol-4-yl)imidazo[1,2-a]pyridine-6-carboxamide